1-(2-methoxyphenyl)-6-oxo-pyridazine-3-carboxamide COC1=C(C=CC=C1)N1N=C(C=CC1=O)C(=O)N